N[C@@H]1C2=CC=CC=C2CC12CCN(CC2)C2=CN=C1C(=N2)NN=C1N(C1=CC(=NC=C1)N)C (S)-N4-(6-(1-amino-1,3-dihydrospiro[indene-2,4'-piperidine]-1'-yl)-1H-pyrazolo[3,4-b]pyrazin-3-yl)-N4-methylpyridine-2,4-diamine